FC1(CC(C1)C1=CC(=NO1)C(=O)O)F 5-(3,3-Difluorocyclobutyl)isoxazole-3-carboxylic acid